(2s,3s,4r,5r,6r)-2-(4-chloro-3-(4-ethoxyphenyl)phenyl)-6-((caproyloxy)methyl)tetrahydro-2H-pyran ClC1=C(C=C(C=C1)[C@H]1O[C@H](CCC1)COC(CCCCC)=O)C1=CC=C(C=C1)OCC